(E)-benzyl 2-methyl-2-butenoate C/C(/C(=O)OCC1=CC=CC=C1)=C\C